(6aR,9R)-7-methyl-4,6,6a,7,8,9-hexahydroindolo[4,3-fg]quinoline-9-carboxylic acid tert-butyl ester C(C)(C)(C)OC(=O)[C@H]1CN([C@@H]2CC=3C4=C(C2=C1)C=CC=C4NC3)C